CC(CO)CCCCCCCCC(CO)C 2,11-dimethyl-1,12-Dodecanediol